1-Cyclohexyl-1-cyclopentyl-3-methyl-heptan-1-ol C1(CCCCC1)C(CC(CCCC)C)(O)C1CCCC1